[Cl-].P(=O)(O)([O-])O.[Na+].[Na+].OC1CC(CC1)NC(C1=CN=C(C=C1)N1C(C2=CC=C(C=C2C=N1)C1=C(C(=CC=C1)OC)C)=O)=O N-(3-hydroxycyclopentyl)-6-(6-(3-methoxy-2-methylphenyl)-1-oxophthalazin-2(1H)-yl)nicotinamide disodium hydrogen phosphate chloride salt